ClC1=CC=C(C=C1)N1CCC(CC1)C(=O)NCC1=C(C(=C(C=C1)C(F)(F)F)C=1NC(C(=C(N1)CC)F)=O)F 1-(4-chlorophenyl)-N-[3-(4-ethyl-5-fluoro-6-oxo-1,6-dihydropyrimidin-2-yl)-2-fluoro-4-(trifluoromethyl)benzyl]piperidine-4-carboxamide